BrCC1=C(C=C(C=C1)C(F)(F)F)CBr 1,2-bis(bromomethyl)-4-(trifluoromethyl)-benzene